C[C@@H]1N(CC=C1)CC1=CC(=C2CN(C(C2=C1)=O)C1=CC(=CC=C1)C1(COC1)CC1=NN=CN1C)C(F)(F)F (S)-6-((2-methyl-2,5-dihydro-1H-pyrrol-1-yl)methyl)-2-(3-(3-((4-methyl-4H-1,2,4-triazol-3-yl)methyl)oxetan-3-yl)phenyl)-4-(trifluoromethyl)isoindolin-1-one